N'-(3,3,3-trifluoropropyl)benzoyl-hydrazine FC(CCNNC(C1=CC=CC=C1)=O)(F)F